2,4,6-Tris-Biphenyl-4-Yl-7H-Pyrrolo[2,3-D]Pyrimidine C1(=CC=C(C=C1)C=1N=C(C2=C(N1)NC(=C2)C2=CC=C(C=C2)C2=CC=CC=C2)C2=CC=C(C=C2)C2=CC=CC=C2)C2=CC=CC=C2